2-[4-[5-(4-chlorophenyl)-1-[2-(trifluoromethyl)phenyl]pyrrol-2-yl]phenyl]-N-(2-morpholinoethyl)-acetamide ClC1=CC=C(C=C1)C1=CC=C(N1C1=C(C=CC=C1)C(F)(F)F)C1=CC=C(C=C1)CC(=O)NCCN1CCOCC1